FC=1C=C(CN2C([C@@H](CC2)N2CCC(CC2)C2=CC3=C(NC(O3)=O)C=C2)=O)C=CC1F (R)-6-(1-(1-(3,4-difluorobenzyl)-2-oxopyrrolidin-3-yl)piperidin-4-yl)benzo[d]oxazol-2(3H)-one